CC1=NC=CC(=C1)C1=C(C=C2C=NN(C2=C1)C1CCOCC1)NC1=C(C(=CC=C1)C(=O)OC)C(=O)OC dimethyl 3-[[6-(2-methyl-4-pyridyl)-1-tetrahydropyran-4-yl-indazol-5-yl]amino]benzene-1,2-dicarboxylate